CC1(CC(C2=CC=CC=C12)=NO)C 3,3-dimethyl-indan-1-one oxime